N-{(S)-1,2,3-trimethoxy-11-methyl-9-oxo-10-{[(S)-tetrahydrofuran-3-yl]oxy}-5,6,7,9-tetrahydrobenzo[a]heptalen-7-yl}acetamide COC1=C(C(=CC2=C1C1=CC(=C(C(C=C1[C@H](CC2)NC(C)=O)=O)O[C@@H]2COCC2)C)OC)OC